1-butyl-3,4-dimethylimidazolium C(CCC)N1C=[N+](C(=C1)C)C